3-(5-(3-((1-(4-((5-chloro-4-((2-(dimethylphosphono)phenyl)amino)pyrimidin-2-yl)amino)-3-methoxyphenyl)piperidin-4-yl)amino)propoxy)-1-oxoisoindolin-2-yl)piperidine-2,6-dione ClC=1C(=NC(=NC1)NC1=C(C=C(C=C1)N1CCC(CC1)NCCCOC=1C=C2CN(C(C2=CC1)=O)C1C(NC(CC1)=O)=O)OC)NC1=C(C=CC=C1)P(=O)(OC)OC